FC(C(C(C(C(C(C(C(F)(F)F)(F)F)(F)F)(F)F)(F)F)(F)F)(F)F)(S(=O)(=O)O)F Perfluorooctyl-sulfonic acid